C1(CC1)C1=CC=C(C2=CC=CC=C12)N1C(=NC2=NC=CC=C21)SC(C(=O)O)C 2-((1-(4-cyclopropylnaphthalene-1-yl)-1H-imidazo[4,5-b]pyridin-2-yl)thio)propionic acid